4-nitrophenyl 1-(4-methoxy-3-(pyridin-3-yl)phenyl)-3-methyl-5-oxo-4,5-dihydro-1H-pyrazole-4-carboxylate COC1=C(C=C(C=C1)N1N=C(C(C1=O)C(=O)OC1=CC=C(C=C1)[N+](=O)[O-])C)C=1C=NC=CC1